N-cyclopropyl-2-(difluoromethoxy)-6-methoxy-4-[7-[[(2S)-1-methyl-2-piperidyl]methoxy]imidazo[1,2-a]pyridin-3-yl]benzamide C1(CC1)NC(C1=C(C=C(C=C1OC)C1=CN=C2N1C=CC(=C2)OC[C@H]2N(CCCC2)C)OC(F)F)=O